(S)-3-fluoro-4-(2-methyl-4-(piperidin-4-yl)benzo[d][1,3]dioxol-2-yl)benzonitrile hydrochloride Cl.FC=1C=C(C#N)C=CC1[C@@]1(OC2=C(O1)C=CC=C2C2CCNCC2)C